6-Dibutylamino-1,8-diazabicyclo[5.4.0]undec-7-ene C(CCC)N(C1CCCCN2CCCN=C12)CCCC